FC(C=1C=CC=C(C1)CC#N)(F)F 5-trifluoromethylphenylacetonitrile